N[C@@H](C(=O)O)CCCP(=O)(O)O r-2-amino-5-phosphonovaleric acid